3-nitro-5-(trifluoromethyl)benzamide methyl-2-(4-bromo-2-fluorobenzyl)-1-((1-(hydroxymethyl)cyclopropyl)methyl)-1H-benzo[d]imidazole-6-carboxylate COC(=O)C=1C=CC2=C(N(C(=N2)CC2=C(C=C(C=C2)Br)F)CC2(CC2)CO)C1.[N+](=O)([O-])C=1C=C(C(=O)N)C=C(C1)C(F)(F)F